ClC1=C(C=CC=C1Cl)N1C(=NC(=C(C1=O)CC(=O)OC)OS(=O)(=O)C1=CC=C(C=C1)C)C methyl 2-[1-(2,3-dichlorophenyl)-2-methyl-4-[(4-methyl-benzenesulfonyl)oxy]-6-oxo-1,6-dihydropyrimidin-5-yl]acetate